6-(benzo[d]thiazol-6-ylamino)-1-cyclopentyl-3-methyl-1,3-dihydro-2H-imidazo[4,5-c]pyridin-2-one S1C=NC2=C1C=C(C=C2)NC2=CC1=C(C=N2)N(C(N1C1CCCC1)=O)C